ClC=1C=C(C=C(C1OCCCl)C#N)C(C)(C)C1=CC=C(OCC2=CC(=NC(=N2)NS(=O)(=O)C)C2CCN(CC2)C(=O)[O-])C=C1 4-(6-((4-(2-(3-chloro-4-(2-chloroethoxy)-5-cyanophenyl)propan-2-yl)phenoxy)methyl)-2-(methylsulfonamido)pyrimidin-4-yl)piperidine-1-carboxylate